C(C)OP(=O)(OCC)CCCCN1C2=CC=C(C=C2C=2C=C(C=CC12)CCNC(OC(C)(C)C)=O)CCNC(OC(C)(C)C)=O Di-tert-butyl ({9-[4-(diethoxyphosphoryl)butyl]-9H-carbazole-3,6-diyl}bis(ethane-2,1-diyl))dicarbamate